1-Ethyl-3-methyl-imidazolium octanoat C(CCCCCCC)(=O)[O-].C(C)N1C=[N+](C=C1)C